(-)-6-(6-[(tert-Butylamino)methyl]-2-(2,5-difluorophenyl)-4,5,6,7-tetrahydropyrazolo[1,5-a]pyrimidin-3-yl)-2-(2-methylphenyl)pyridazin-3(2H)-one C(C)(C)(C)NCC1CNC=2N(C1)N=C(C2C=2C=CC(N(N2)C2=C(C=CC=C2)C)=O)C2=C(C=CC(=C2)F)F